Cl.C(C)[C@@H]1N(C[C@H](NC1)CC)C=1C2=C(N(C(N1)=O)C)C=CC(=N2)C#N 4-((2S,5R)-2,5-diethylpiperazin-1-yl)-1-methyl-2-oxo-1,2-dihydropyrido[3,2-d]pyrimidine-6-carbonitrile hydrochloride